5-Nitro-2-[1-(tetrahydro-2H-pyran-2-yl)-1H-pyrazol-4-yl]benzenesulfonamide [N+](=O)([O-])C=1C=CC(=C(C1)S(=O)(=O)N)C=1C=NN(C1)C1OCCCC1